C(C)(C)NC(OC(C)([C@]1(CN(CC1)C(C)(C)C=1C=NC(=CC1)C)CCC=1SC(=CC1)F)F)=O |o1:8| 1-fluoro-1-((R or S)-3-(2-(5-fluoro-thiophen-2-yl)ethyl)-1-(2-(6-methylpyridin-3-yl)propan-2-yl)pyrrolidin-3-yl)ethyl isopropylcarbamate